2,8-difluoro-S-(trifluoromethyl)dibenzothiophene tetrafluoroborate F[B-](F)(F)F.FC1=CC2=C(S(C3=C2C=C(C=C3)F)C(F)(F)F)C=C1